10-(3,6-diazabicyclo[3.1.1]heptan-3-yl)-4-chloro-7,7-dimethylindolo[1,2-a]quinazolin-5(7H)-one hydrochloride Cl.C12CN(CC(N1)C2)C2=CC=C1C(C=3N(C=4C=CC=C(C4C(N3)=O)Cl)C1=C2)(C)C